COC=1C(=C(N=CC2=CC=CC=C2)C=CC1)C1=CC=CC=C1 methoxyphenyl-benzylideneaniline